BrC1=C2C[C@H]([C@H](C2=C(C=C1)S(=O)(=O)C)CC(=O)[O-])F [(1S,2R)-4-bromo-2-fluoro-7-methylsulfonyl-2,3-dihydro-1H-inden-1-yl]acetate